4,4'-(1-Methylpropyliden)bis[Phenol] CC(CC)(C1=CC=C(C=C1)O)C1=CC=C(C=C1)O